4,4,4-trifluoro-1-[4-(6-fluoro-2-pyridinyl)-1-piperidinyl]butan-1-one FC(CCC(=O)N1CCC(CC1)C1=NC(=CC=C1)F)(F)F